(2S,3R)-2-{1-[(2S,3S)-1-(tert-butoxycarbonyl)-2-{[(4-methylbenzenesulfonyl)oxy]methyl}pyrrolidin-3-yl]-N-methylformamido}-3-cyclopropylbutanoic acid C(C)(C)(C)OC(=O)N1[C@@H]([C@H](CC1)C(=O)N(C)[C@H](C(=O)O)[C@H](C)C1CC1)COS(=O)(=O)C1=CC=C(C=C1)C